NC1=C(C(=C(C=C1)CCCCC(=O)OC)B1OC(C(O1)(C)C)(C)C)F methyl 5-(4-amino-3-fluoro-2-(4,4,5,5-tetramethyl-1,3,2-dioxaborolan-2-yl)phenyl)pentanoate